5-(4-((3-methyl-5-fluoro-2,4-dioxo-1,2,3,4-tetrahydroquinazolin-7-yl)methyl)piperazin-1-yl)-6-chloro-N-methylpyridinecarboxamide CN1C(NC2=CC(=CC(=C2C1=O)F)CN1CCN(CC1)C=1C=CC(=NC1Cl)C(=O)NC)=O